ClC1=C(C=C2C(=C(N(C2=C1F)C)C1=NNC(=N1)[C@H](C)N1CC2(COC2)C1)N1C=NC=C1)OC (S)-6-(1-(3-(6-chloro-7-fluoro-3-(1H-imidazol-1-yl)-5-methoxy-1-methyl-1H-indol-2-yl)-1H-1,2,4-triazol-5-yl)ethyl)-2-oxa-6-azaspiro[3.3]heptane